C(C)C=1C2=C(N=C(N1)NC1=CC=C(C3=C1OCCO3)C(=O)N3CCC(CC3)N3CCOCC3)NC=C2C(F)(F)F (8-((4-ethyl-5-(trifluoromethyl)-7H-pyrrolo[2,3-d]pyrimidin-2-yl)amino)-2,3-dihydrobenzo[b][1,4]dioxin-5-yl)(4-morpholino-piperidin-1-yl)methanone